NC1=C2CN(C(C2=CC=C1C)=O)C1=NC(=CC=C1)C1=NN=CN1C(C)C 4-amino-2-(6-(4-isopropyl-4H-1,2,4-triazol-3-yl)pyridin-2-yl)-5-methylisoindol-1-one